NC(C(=O)NC1(CC1)C#N)CC=1OC2=C(N1)C=C(C(=C2)F)F 2-amino-N-(1-cyanocyclopropyl)-3-(5,6-difluorobenzo[d]oxazol-2-yl)propanamide